C(C)(C)(C)OC(=O)N1CCC(CC1)C(C=1N=NC=CC1)(C1=CC=CC=C1)Cl 4-(chloro-phenyl-pyridazin-3-yl-methyl)piperidine-1-carboxylic acid tert-butyl ester